1-(azetidin-1-yl)-4,4-diethoxybut-2-yn-1-one N1(CCC1)C(C#CC(OCC)OCC)=O